C(N)(=O)C=1N=NC(=CC1NC1=CC=C(C=C1)C(C(=O)O)(C)C)C1=C(C=CC=C1F)F 2-(4-((3-carbamoyl-6-(2,6-difluorophenyl)pyridazin-4-yl)amino)phenyl)-2-methylpropionic acid